cyclopropylfurano[2,3-e]indoline C1(CC1)C1=CC=2C(=C3CCNC3=CC2)O1